O1C2=CC=C1C(=O)OCCCCCCCCOC2=O octamethylene 2,5-furandicarboxylate